2-((4-methyl-5-(4-methylbenzyl)thiazol-2-yl)amino)-2-oxoethyl benzylsulfamate C(C1=CC=CC=C1)NS(OCC(=O)NC=1SC(=C(N1)C)CC1=CC=C(C=C1)C)(=O)=O